7-bromo-5-chloroimidazo[1,2-a]quinazoline BrC=1C=C2C(=NC=3N(C2=CC1)C=CN3)Cl